(S)-3-(benzyloxy)-N-(3-(2-((2-fluoro-3-(methylsulfonyl)phenyl)amino)-5-methylpyrimidin-4-yl)-1H-indol-7-yl)-2-(4-methylpiperazin-1-yl)propanamide C(C1=CC=CC=C1)OC[C@@H](C(=O)NC=1C=CC=C2C(=CNC12)C1=NC(=NC=C1C)NC1=C(C(=CC=C1)S(=O)(=O)C)F)N1CCN(CC1)C